4',5'-dibromospiro[fluorene-9,9'-xanthene] BrC1=CC=CC=2C3(C4=CC=CC(=C4OC12)Br)C1=CC=CC=C1C=1C=CC=CC13